FC1=C(C(=CC=C1)C)N1N=C2C(=CC1=O)NN=C2C2=CC=C(C=C2)N2C[C@@H](N([C@@H](C2)C)C)C 5-(2-fluoro-6-methylphenyl)-3-(4-((3S,5R)-3,4,5-trimethylpiperazin-1-yl)phenyl)-1H-pyrazolo[4,3-c]pyridazin-6(5H)-one